C\C(=C/CC1=C(C=C(C(=C1O)C\C=C(\CCC=C(C)C)/C)CCCCC)O)\CCC=C(C)C 2,4-Bis[(2E)-3,7-dimethylocta-2,6-dienyl]-5-pentylbenzene-1,3-diol